2,4-difluoro-N-(6-((1-methylpiperidin-4-ylidene)methyl)pyridin-2-yl)benzamide FC1=C(C(=O)NC2=NC(=CC=C2)C=C2CCN(CC2)C)C=CC(=C1)F